sodium pyrosulfite S(=O)(=O)([O-])S(=O)[O-].[Na+].[Na+]